ethyl {1-[2-(difluoromethoxy)pyridin-4-yl]azetidin-3-yl}acetate FC(OC1=NC=CC(=C1)N1CC(C1)CC(=O)OCC)F